6-Chloro-3-[[(1R)-1-[3,6-dimethyl-2-(1-methylindazol-3-yl)-4-oxo-chromen-8-yl]ethyl]amino]-N-methylsulfonyl-pyridine-2-carboxamide ClC1=CC=C(C(=N1)C(=O)NS(=O)(=O)C)N[C@H](C)C=1C=C(C=C2C(C(=C(OC12)C1=NN(C2=CC=CC=C12)C)C)=O)C